N-(1-cyclobutyl-3-(3,3-difluoro-cyclobutyl)-4-methyl-1H-pyrazol-5-yl)-2-(1-(trifluoromethyl)-cyclopropyl)acetamide C1(CCC1)N1N=C(C(=C1NC(CC1(CC1)C(F)(F)F)=O)C)C1CC(C1)(F)F